C(C=C)(=O)N1[C@@H](CN(CC1)C1=C(C(=NC2=C(C(=C(C=C12)Cl)C1=CC=C(C2=C1N=C(S2)N)F)F)O[C@@H]2CN(C[C@H]2OC)C)C#N)C 4-((R)-4-acryloyl-3-methylpiperazin-1-yl)-7-(2-Amino-7-fluorobenzo[d]thiazol-4-yl)-6-chloro-8-fluoro-2-(((3R,4R)-4-methoxy-1-methylpyrrolidine-3-yl)oxy)quinoline-3-carbonitrile